2-(6-carboxyhexoxy)-3-[octyl-[2-[2-[2-[2-(2-trityloxyethoxy)ethoxy]ethoxy]ethoxy]ethyl]amino]-3-oxo-propoxylheptanoic acid C(=O)(O)CCCCCCOC(COC(C(=O)O)CCCCC)C(=O)N(CCOCCOCCOCCOCCOC(C1=CC=CC=C1)(C1=CC=CC=C1)C1=CC=CC=C1)CCCCCCCC